tert-butyl (6S,7R)-7-((3-(2,6-dioxopiperidin-3-yl)-1-methyl-1H-indazol-7-yl)amino)-6-methyl-2-azaspiro[3.5]nonane-2-carboxylate O=C1NC(CCC1C1=NN(C2=C(C=CC=C12)N[C@H]1[C@H](CC2(CN(C2)C(=O)OC(C)(C)C)CC1)C)C)=O